C(C)(C)=C1C=CC2CC=CCC12 1-isopropylidene-3a,4,7,7a-tetrahydroindene